(2-(ethoxymethoxy)-4-fluorophenyl)boronic acid C(C)OCOC1=C(C=CC(=C1)F)B(O)O